(E)-4-Hydroxy-3-methylbut-2-enyl Phosphate P(=O)(OC\C=C(\CO)/C)([O-])[O-]